C(C)SC=1C(=C(C2=C(N(CCCC2)CC2=CC=C(C=C2)F)C1)C)NCCC(C)(C)C N-(8-(ethylsulfanyl)-1-(4-fluorobenzyl)-6-methyl-2,3,4,5-tetrahydro-1H-benzo[b]azepin-7-yl)-3,3-dimethylbutylamine